4-amino-N-[(1S)-1-(4-chlorophenyl)-3-(1H-imidazol-1-yl)propyl]-1-(7H-pyrrolo[2,3-d]pyrimidin-4-yl)piperidine-4-carboxamide NC1(CCN(CC1)C=1C2=C(N=CN1)NC=C2)C(=O)N[C@@H](CCN2C=NC=C2)C2=CC=C(C=C2)Cl